((1S,3S)-3-butyl-1-(4-nitrophenyl)-1,3,4,9-tetrahydro-2H-pyrido[3,4-b]indol-2-yl)(2-ethynylthiazol-4-yl)methanone C(CCC)[C@H]1CC2=C(NC3=CC=CC=C23)[C@@H](N1C(=O)C=1N=C(SC1)C#C)C1=CC=C(C=C1)[N+](=O)[O-]